NC=1C=CC(=C(C1)NC1=NC(=NC=C1NC(C1=CC=CC=C1)=O)NC=1C=NN(C1)C)F N-(4-((5-amino-2-fluorophenyl)amino)-2-((1-methyl-1H-pyrazol-4-yl)amino)pyrimidin-5-yl)benzamide